C(C)(C)(C)C(C(C)(C)OOC(C(C(C)(C)C)C(C)(C)C)(C)C)C(C)(C)C t-butyl-1,1,3,3-tetramethylbutyl peroxide